COC(C#CC(=O)OC)=O.OC1=C(SC(=C1)C(=O)OC)C(=O)OC dimethyl 3-hydroxythiophene-2,5-dicarboxylate Dimethyl-but-2-ynedioate